bis(4-(bicyclo[2.2.1]hept-5-en-2-yl)phenyl)methane C12C(CC(C=C1)C2)C2=CC=C(C=C2)CC2=CC=C(C=C2)C2C1C=CC(C2)C1